CN1N=CC(=C1C(=O)NC1=CC=2N(C=C1)N=C(N2)C2=CC=CC=C2)C(=O)N2CCOCC2 1-methyl-4-(morpholine-4-carbonyl)-N-(2-phenyl-[1,2,4]triazolo[1,5-a]pyridin-7-yl)-1H-pyrazole-5-carboxamide